6-(benzylamino)-3-(4-Chlorophenyl)-1-ethyl-5-methyl-3,5-dihydroimidazo[4,5-c][1,2]thiazine-4(1H)-one 2,2-dioxide C(C1=CC=CC=C1)NC=1N(C2=C(N(S(C(C2=O)C2=CC=C(C=C2)Cl)(=O)=O)CC)N1)C